ClC=1C=C(C=CC1F)NC1=NC=NC2=CC(=C(C=C12)NC(C=C)=O)OCCCN1CCC(CC1)N1CCN(CC1)C(CCCCCCSC1=C2CN(C(C2=CC=C1)=O)C1C(NC(CC1)=O)=O)=O N-(4-((3-chloro-4-fluorophenyl)amino)-7-(3-(4-(4-(7-((2-(2,6-dioxopiperidin-3-yl)-1-oxoisoindolin-4-yl)thio)heptanoyl)piperazin-1-yl)piperidin-1-yl)propoxy)quinazolin-6-yl)acrylamide